FC(OC1N(CC1)C(=O)N)(F)F (trifluoromethoxy)azetidine-1-carboxamide